tert-butyl N-tert-butoxycarbonylcarbamate C(C)(C)(C)OC(=O)NC(OC(C)(C)C)=O